sorbitol triphosphite P(O)(O)O.P(O)(O)O.P(O)(O)O.OC[C@H](O)[C@@H](O)[C@H](O)[C@H](O)CO